tert-butyl N-[[1-(2,6-dioxo-3-piperidyl)-3-methyl-2-oxo-benzimidazol-4-yl] methyl]carbamate O=C1NC(CCC1N1C(N(C2=C1C=CC=C2CNC(OC(C)(C)C)=O)C)=O)=O